[3-[5,7-difluoro-2-(4-fluorophenyl)-1H-indol-3-yl]cyclobutyl]methanamine FC=1C=C2C(=C(NC2=C(C1)F)C1=CC=C(C=C1)F)C1CC(C1)CN